C(C)(C)(C)C1N(CCN(C1)[C@H]1[C@H](N(C1)C1=NC(=NC(=C1)F)C(F)(F)F)C)C(=O)OC(CC1=CC=C(C=C1)C)(C)C 1,1-dimethyl-2-(4-methyl-phenyl)ethanol tert-butyl-4-((2R,3R)-1-(6-fluoro-2-(trifluoromethyl)pyrimidin-4-yl)-2-methylazetidin-3-yl)piperazine-1-carboxylate